2,2-di(hydroxymethyl)acetic acid OCC(C(=O)O)CO